[epsilone]-caprolactam C1(CCCCCN1)=O